(S)-quinuclidin-3-yl ((R)-6-(2-chloro-4-isopropoxyphenyl)-7-fluoro-2,2-dimethyl-1,2,3,4-tetrahydronaphthalen-1-yl)carbamate ClC1=C(C=CC(=C1)OC(C)C)C=1C=C2CCC([C@H](C2=CC1F)NC(O[C@@H]1CN2CCC1CC2)=O)(C)C